methyl (S)-3-(4-(((S)-7-chloro-2,3-dihydrobenzo[b][1,4]dioxin-2-yl) methoxy) phenyl)-4-hexynoate ClC=1C=CC2=C(O[C@H](CO2)COC2=CC=C(C=C2)[C@H](CC(=O)OC)C#CC)C1